O[C@@H]1C[C@H](C1)N1C2=NC(=NC=C2N(C1=O)C)SC (trans-3-hydroxycyclobutyl)-7-methyl-2-(methylthio)-7,9-dihydro-8H-purin-8-one